4-(4,4,5,5-tetramethyl-[1,3,2]dioxaborolan-2-yl)-1H-pyrazole CC1(OB(OC1(C)C)C=1C=NNC1)C